6-{[(trans)-5-(4-methoxyphenyl)-1-propylazepan-4-yl]methoxy}-2,3-dihydro-1H-isoindol-1-one COC1=CC=C(C=C1)[C@H]1[C@@H](CCN(CC1)CCC)COC1=CC=C2CNC(C2=C1)=O